4,4'-bis(4-aminophenoxy)-biphenyl NC1=CC=C(OC2=CC=C(C=C2)C2=CC=C(C=C2)OC2=CC=C(C=C2)N)C=C1